ClC1=NC=CC(=C1B1OC(C(O1)(C)C)(C)C)C1OCCO1 2-[2-chloro-4-(1,3-dioxolan-2-yl)-3-pyridyl]-4,4,5,5-tetramethyl-1,3,2-dioxaborolane